2-(2-aminoacetylamino)-N-(4-methyl-5-nitrothiazol-2-yl)benzamide tert-butyl-7,8-dihydro-4H-pyrazolo[1,5-a][1,4]diazepine-5(6H)-carboxylate C(C)(C)(C)OC(=O)N1CC=2N(CCC1)N=CC2.NCC(=O)NC2=C(C(=O)NC=1SC(=C(N1)C)[N+](=O)[O-])C=CC=C2